2-amino-1-(4-bromophenethyl)-1H-benzo[d]imidazole NC1=NC2=C(N1CCC1=CC=C(C=C1)Br)C=CC=C2